2-((2-fluoro-5-(trifluoromethoxy)benzyl)amino)ethane-1-ol FC1=C(CNCCO)C=C(C=C1)OC(F)(F)F